1-((3aR,5r,6aS)-5-((5-([1,2,4]triazolo[1,5-a]pyridin-7-yl)-4-methoxy-7H-pyrrolo[2,3-d]pyrimidin-2-yl)amino)hexahydrocyclopenta[c]pyrrol-2(1H)-yl)ethan-1-one N=1C=NN2C1C=C(C=C2)C2=CNC=1N=C(N=C(C12)OC)NC1C[C@@H]2[C@@H](CN(C2)C(C)=O)C1